N[C@@H](CC(=O)OCC)C1=C(C(=CC(=C1)Br)C(F)F)F ethyl (S)-3-amino-3-(5-bromo-3-(difluoromethyl)-2-fluorophenyl)propanoate